BrC=1C=CC=C2CCC(NC12)=O 8-Bromo-3,4-dihydroquinolin-2(1H)-one